2-(2-(2-isopropylphenyl)-4-((tetrahydro-2H-pyran-4-yl)methyl)piperazin-1-yl)-7-azaspiro[3.5]nonane C(C)(C)C1=C(C=CC=C1)C1N(CCN(C1)CC1CCOCC1)C1CC2(C1)CCNCC2